C(C)(C)(C)OC(NC1(CC1)CN1N=C2C(=N1)C(=C1C(=C2F)CC(C1)C=O)F)=O.BrC1=C(C=CC=C1C(F)(F)F)Cl 2-bromo-1-chloro-3-(trifluoromethyl)benzene tert-Butyl-N-[1-[(4,8-difluoro-6-formyl-6,7-dihydro-5H-cyclopenta[f]benzotriazol-2-yl)methyl]cyclopropyl]carbamate